S(=O)(=O)([O-])OOS(=O)(=O)[O-].C(CCCCCCC)[N+](C)(CCCCCCCC)CCCCCCCC.C(CCCCCCC)[N+](CCCCCCCC)(CCCCCCCC)C trioctyl-methyl-ammonium persulfate